FC=1C(=NC=CC1CN1CC2=CC=CC(=C2C1)F)C=1C=C2CN(C(C2=CC1)=O)C1C(NC(CC1)=O)=O 3-(5-(3-fluoro-4-((4-fluoroisoindolin-2-yl)methyl)pyridin-2-yl)-1-oxoisoindolin-2-yl)piperidine-2,6-dione